C(C)(C)(C)OC(=O)N1CC(C(CC1)CN1CCN(CC1)C1=CC=C2C(=NN(C2=C1)C)C=1C(=NC(=CC1)O)OCC1=CC=CC=C1)F tert-butyl-4-((4-(3-(2-(benzyloxy)-6-hydroxypyridin-3-yl)-1-methyl-1H-indazol-6-yl)piperazin-1-yl)methyl)-3-fluoropiperidine-1-carboxylate